rhodium bromide [Rh](Br)(Br)Br